C(C)OC(CC(C1=CC2=C(N(N=N2)C)C(=C1)OC)C1=C2CCN(CC2=CC=C1)C(=O)C1CCCCC1)=O (l)-3-(2-Cyclohexanecarbonyl-1,2,3,4-tetrahydroisoquinolin-5-yl)-3-(7-methoxy-1-methyl-1H-benzo[d][1,2,3]triazol-5-yl)propionic acid ethyl ester